ClC=1C=C(NC2(CCC3(C(=CC4=C(C(=CC=C34)F)F)C[C@H](COCC3=CC=C(C=C3)OC)C)CC2)C(=O)OC)C=CC1 methyl (1r,4R)-4-(3-chloroanilino)-4',5'-difluoro-2'-{(2R)-3-[(4-methoxyphenyl)methoxy]-2-methylpropyl}spiro[cyclohexane-1,1'-indene]-4-carboxylate